NCC=1C=C2CN(C(C2=CC1)=O)C1C(NC(CC1)=O)=O 3-(5-(aminomethyl)-1-oxoisoindoline-2-yl)piperidine-2,6-dione